Cl.ClCCN(C)C 2-chloro-N,N-dimethylethane-1-amine hydrochloride